OCC1(CCN(CC1)C(CCCCCNC(CCC)=O)=O)CO N-(6-(4,4-bis(hydroxymethyl)piperidin-1-yl)-6-oxohexyl)butanamide